5-[4-amino-5-(trifluoromethyl)pyrrolo[2,1-f][1,2,4]triazin-7-yl]-4-fluoro-N-[(3R,4S)-4-fluoro-1-(4-methyl-1,3-thiazole-2-carbonyl)pyrrolidin-3-yl]-2-methylbenzamide NC1=NC=NN2C1=C(C=C2C=2C(=CC(=C(C(=O)N[C@@H]1CN(C[C@@H]1F)C(=O)C=1SC=C(N1)C)C2)C)F)C(F)(F)F